FC1=C(C=CC(=C1)[N+](=O)[O-])/C=C/C(=O)N (E)-3-(2-fluoro-4-nitrophenyl)acrylamide